N-[3-(5-{5-azaspiro[2.3]hexan-5-yl}-2H-pyrazolo[3,4-b]pyridin-2-yl)phenyl]azetidine C1CC12CN(C2)C2=CC=1C(N=C2)=NN(C1)C=1C=C(C=CC1)N1CCC1